(S)-6-(3-(4-(3-Hydroxy-1-methyl-2-oxopyrrolidin-3-yl)-1H-1,2,3-triazol-1-yl)phenyl)picolinamide O[C@]1(C(N(CC1)C)=O)C=1N=NN(C1)C=1C=C(C=CC1)C1=CC=CC(=N1)C(=O)N